O.O=C[C@H](O)[C@@H](O)[C@H](O)[C@H](O)CO (+)-glucose-monohydrate